C(C=C)(=O)N1[C@H](CN(CC1)C=1C2=C(N=C(N1)OC[C@H]1N(CCC1)C)CN(C2)C2=CC=CC1=CC=CC(=C21)C)CC#N 2-((S)-1-acryloyl-4-(6-(8-methylnaphthalen-1-yl)-2-(((S)-1-methylpyrrolidin-2-yl)methoxy)-6,7-dihydro-5H-pyrrolo[3,4-d]pyrimidin-4-yl)piperazin-2-yl)acetonitrile